C(C1=CC=CC=C1)[C@@H]1N(C(OC1)=O)C=1C=C(C=C(C1)F)C(C)NC=1C(=NC(=CC1)Cl)C(=O)O 3-((1-(3-((S)-4-benzyl-2-oxooxazolidin-3-yl)-5-fluorophenyl)ethyl)amino)-6-chloro-picolinic acid